NC1=NC=C(C(=C1N)N1C[C@H]([C@@H](CC1)NC(OC(C)(C)C)=O)OC)C1=CC(=CC(=C1)F)F tert-butyl ((3R,4R)-1-(2,3-diamino-5-(3,5-difluorophenyl)pyridin-4-yl)-3-methoxypiperidin-4-yl)carbamate